2-chloro-N-((3aR,5s,6aS)-2-(5-(3-cyano-6-ethoxypyrazolo[1,5-a]pyridin-4-yl)pyridin-2-yl)-5-methyl-octahydrocyclopenta[c]pyrrol-5-yl)-6-fluorobenzamide ClC1=C(C(=O)NC2(C[C@@H]3[C@@H](CN(C3)C3=NC=C(C=C3)C=3C=4N(C=C(C3)OCC)N=CC4C#N)C2)C)C(=CC=C1)F